FC1(C(NC2(C1=O)CC=CC2)=O)F 3,3-difluoro-1-azaspiro[4.4]nonane-7-ene-2,4-dione